CC(C(O)=S)C 2-Methylpropanethioic acid